(s)-1-((s)-1-(3-Chloro-5-fluoro-2-((4-methoxyphenoxy)methyl)phenyl)ethyl)-4-(difluoromethoxy)pyrrolidin-2-one ClC=1C(=C(C=C(C1)F)[C@H](C)N1C(C[C@@H](C1)OC(F)F)=O)COC1=CC=C(C=C1)OC